(S)-N-((3-(aminomethyl)pyrrolidin-1-yl)sulfonyl)-5-chloro-4-(cyclopentylmethoxy)-2-fluorobenzamide NC[C@H]1CN(CC1)S(=O)(=O)NC(C1=C(C=C(C(=C1)Cl)OCC1CCCC1)F)=O